Methyl 6-[(1R)-2-benzyloxy-1-methyl-pent-4-enoxy]-3-(tert-butoxycarbonylamino)-5-(trifluoromethyl)pyridine-2-carboxylate C(C1=CC=CC=C1)OC([C@H](OC1=C(C=C(C(=N1)C(=O)OC)NC(=O)OC(C)(C)C)C(F)(F)F)C)CC=C